C(C)OC(=O)[C@H]1[C@@H](C1)CO[Si](C)(C)C(C)(C)C.FC1=C(C=C(C=C1)C=1OC(=NN1)C=1OC=CC1)NC(C1=C(C=CC(=C1)C(F)(F)F)OC)=O N-(2-fluoro-5-(5-(furan-2-yl)-1,3,4-oxadiazol-2-yl)phenyl)-2-methoxy-5-(trifluoromethyl)benzamide (1R,2R)-ethyl-2-(((tertbutyldimethylsilyl)oxy)methyl)cyclopropanecarboxylate